Spiro[4.5]dec-1-en-4-one C1=CCC(C12CCCCC2)=O